C1(=CC=C(C=C1)CC(=O)C(C(=O)OCC)[C@H](C(=O)NC)C)C1=CC=CC=C1 (3R)-ethyl 2-(2-([1,1'-biphenyl]-4-yl)acetyl)-3-methyl-4-methylamino-4-oxobutyrate